COC(=O)C=1C(N(C2=NC(=CC=C2C1N)C1CC1)C1=CC=C(C=C1)N)=O.C1(=CC=CC=C1)N1C2=CC=CC=C2C=2C=CC=C(C12)C1=C(N)C(=CC=C1)C1=CC=CC=2C3=CC=CC=C3N(C12)C1=CC=CC=C1 2,6-bis(9-phenyl-9H-carbazol-1-yl)aniline methyl-4-amino-1-(4-aminophenyl)-7-cyclopropyl-2-oxo-1,2-dihydro-1,8-naphthyridine-3-carboxylate